BrC1=C(O)C=CC(=C1)C(C(F)(F)F)(C(F)(F)F)C1=CC=C(C=C1)O bromohexafluorobisphenol A